tert-butyl {(2RS)-3-[((R)-tert-butylsulfinyl)amino]-2-methylhex-4-yn-1-yl}carbamate C(C)(C)(C)[S@@](=O)NC([C@@H](CNC(OC(C)(C)C)=O)C)C#CC |&1:8|